ClC1=NC(=C2N=CN(C2=N1)[C@@H]1SC[C@H]([C@H]1O)O)N[C@@H]1CCC2=C(C=CC=C12)C (2R,3R,4S)-2-[2-chloro-6-[[(1R)-4-methylindan-1-yl]amino]purin-9-yl]tetrahydrothiophene-3,4-diol